OCCCCN1C=NC=C1 N-(hydroxybutyl)imidazole